3-bromo-6-(3,5-difluoro-2-((tetrahydrofuran-3-yl)oxy)benzyl)-7,8-dihydro-1,6-naphthyridin-5(6H)-one BrC=1C=NC=2CCN(C(C2C1)=O)CC1=C(C(=CC(=C1)F)F)OC1COCC1